C1(CCCC1)C(=O)OC(C1=CC=CC=C1)=O benzoic acid cyclopentanecarboxylic anhydride